[W]=O.[Ta].[Ir] iridium tantalum tungsten oxide